C([C@@H]1[C@H]([C@@H]([C@H]([C@H](O1)OC[C@@H]2[C@H]([C@@H]([C@H](C(O2)O)O)O)O)O)O)O)O isomaltose